C(C)C1(OC2=CC=C(C=C2C(C1)=O)C1=NC(=NO1)C1=C(C=NC=C1)C)CC 2,2-diethyl-6-(3-(3-methylpyridin-4-yl)-1,2,4-oxadiazol-5-yl)chroman-4-one